C(C1=CC=CC=C1)C(C(C(CCCOC1=NC=CC=C1)=O)=O)NC(CN1C(=NC=C(C1=O)NC=O)C1=CC=CC=C1)=O N-[1-Benzyl-2,3-dioxo-6-(2-pyridyloxy)hexyl]-2-[2-phenyl-5-(formylamino)-6-oxo-1,6-dihydropyrimidine-1-yl]acetamide